C1=C(C=CC=2SC3=C(C21)C=CC=C3)N(C3=CC=C(C=C3)C3=CC2=C(N=C(O2)C2=CC=CC=C2)C=C3)C3=CC=C(C=C3)C3=CC2=C(N=C(O2)C2=CC=CC=C2)C=C3 N-(dibenzothiophene-2-yl)-N,N-bis{4-(2-phenyl-benzooxazole-6-yl)-phenyl}-amine